5-Fluoro-2-vinylaniline FC=1C=CC(=C(N)C1)C=C